Trans-4-(4-benzoylamino-2-oxopyrimidin-1(2H)-yl)cyclohexane-1-carboxylic acid ethyl ester C(C)OC(=O)[C@@H]1CC[C@H](CC1)N1C(N=C(C=C1)NC(C1=CC=CC=C1)=O)=O